FC1=C(C=CC(=C1)F)S(=O)(=O)NC1=CC=C2CCCN(C2=C1)C(CC1=CC=C(C=C1)F)=O 2,4-difluoro-N-(1-(2-(4-fluorophenyl)acetyl)-1,2,3,4-tetrahydroquinolin-7-yl)benzenesulfonamide